1-(4-(6-amino-5-(trifluoromethoxy)pyridin-3-yl)-1-(3-(4,4-difluoropiperidin-1-yl)bicyclo[1.1.1]Pentane-1-yl)-1H-imidazol-2-yl)-2-methylpropan-1-ol NC1=C(C=C(C=N1)C=1N=C(N(C1)C12CC(C1)(C2)N2CCC(CC2)(F)F)C(C(C)C)O)OC(F)(F)F